C(C)(C)(C)OC(=O)N1C[C@H](CC1)N1N=CC(=C1)C1=C(C2=C(C(=N1)O)C=CS2)C2=C(C=C(C=C2OC(C)C)F)F (3S)-3-(4-(7-(2,4-difluoro-6-isopropoxyphenyl)-4-hydroxythieno[3,2-c]pyridin-6-yl)-1H-pyrazol-1-yl)pyrrolidine-1-carboxylic acid tert-butyl ester